5-fluorobenzyl carbamate C(N)(OCC1=CC=CC(=C1)F)=O